CN(CC(CNC(C=C)=O)(C)C)C N-(3-dimethylamino-2,2-dimethylpropyl)acrylamide